C(=O)(O)C(C)N[C@@H](CC1=CC=CC=C1)C(=O)O 1-carboxyethylphenylalanine